ClC1=CC(=C(C=N1)C1=NN=C(S1)N1CCN(CC1)C(=O)OC(C)(C)C)NCC Tert-butyl 4-{5-[6-chloro-4-(ethylamino)pyridin-3-yl]-1,3,4-thiadiazol-2-yl}piperazine-1-carboxylate